CC/C=C\\C/C=C\\C/C=C\\C/C=C\\C/C=C\\CCCCCCCCCCCCCC(=O)[O-] The molecule is a polyunsaturated fatty acid anion that is the conjugate base of (15Z,18Z,21Z,24Z,27Z)-triacontapentaenoic acid, obtained by deprotonation of the carboxy group; major species at pH 7.3. It is a conjugate base of a (15Z,18Z,21Z,24Z,27Z)-triacontapentaenoic acid.